1-phenyl-1-azido-3-butanone C1(=CC=CC=C1)C(CC(C)=O)N=[N+]=[N-]